FC1=C(C=C(C=C1)F)CC(=O)NC1=CCN(C=C1)C(C#C)(C)C 4-[[2-(2,5-Difluorophenyl)acetyl]amino]-N-(1,1-dimethylprop-2-ynyl)pyridin